ClC=1C=C2C(C(=CN(C2=C(C1N1[C@H](CCC1)COC1=NC=CC=C1Cl)F)C1(CC1)C)C(=O)O)=O (R)-6-chloro-7-(2-(((3-chloropyridin-2-yl)oxy)methyl)pyrrolidin-1-yl)-8-fluoro-1-(1-methylcyclopropyl)-4-oxo-1,4-dihydroquinoline-3-carboxylic acid